ClC1=CC=CC2=CC3=CC=CC(=C3C=C12)Cl 1,8-dichloroanthracene